5-hydroxymethyl-bicyclo[2.2.1]Hept-2-ene OCC1C2C=CC(C1)C2